NC=1C(=NON1)C(=O)N1C2CN(C(CC1)CC2)CC2=C(N=C1N2C=CC=N1)C1=CC=C(C=C1)Cl (4-amino-1,2,5-oxadiazol-3-yl)[6-{[2-(4-chlorophenyl)imidazo[1,2-a]pyrimidin-3-yl]methyl}-2,6-diazabicyclo[3.2.2]non-2-yl]methanone